3-(1-methyl-7-((1-(thiazole-4-carbonyl)piperidin-4-yl)oxy)-1H-indazol-3-yl)-piperidine-2,6-dione CN1N=C(C2=CC=CC(=C12)OC1CCN(CC1)C(=O)C=1N=CSC1)C1C(NC(CC1)=O)=O